cis-4-amino-3-((2-(trimethylsilyl)ethoxy)-carbonylamino)piperidine-1-carboxylic acid tert-butyl ester C(C)(C)(C)OC(=O)N1C[C@H]([C@H](CC1)N)NC(=O)OCC[Si](C)(C)C